(S)-3-amino-5-methyl-7-(((R)-1-methyl-5-oxopyrrolidin-2-yl)methoxy)-2,3-dihydrobenzo[b][1,4]oxazepin-4(5H)-one hydrochloride Cl.N[C@@H]1C(N(C2=C(OC1)C=CC(=C2)OC[C@@H]2N(C(CC2)=O)C)C)=O